C(#N)CN1C(N(C2=C1C=CC(=C2)S(=O)(=O)NC2(CC2)C)C2=NC(=NS2)C)=O 1-(cyanomethyl)-N-(1-methylcyclopropyl)-3-(3-methyl-1,2,4-thiadiazol-5-yl)-2-oxo-benzimidazole-5-sulfonamide